2-propyl-aniline C(CC)C1=C(N)C=CC=C1